(2R)-2-(6-{5-chloro-2-[(1-methyl-1H-1,2,3-triazol-5-yl)amino]pyrimidin-4-yl}-1-oxo-2,3-dihydro-1H-isoindol-2-yl)-N-[(1R)-1-[6-(4-methylpiperazin-1-yl)pyridin-2-yl]ethyl]propanamide ClC=1C(=NC(=NC1)NC1=CN=NN1C)C1=CC=C2CN(C(C2=C1)=O)[C@@H](C(=O)N[C@H](C)C1=NC(=CC=C1)N1CCN(CC1)C)C